7,7-difluoro-4-(5-methyl-1H-indazol-4-yl)-2-(2-(2-propenoyl)-2,6-diazaspiro[3.4]octan-6-yl)-6,7-dihydro-5H-cyclopenta[b]pyridine-3-carbonitrile FC1(CCC=2C1=NC(=C(C2C2=C1C=NNC1=CC=C2C)C#N)N2CC1(CN(C1)C(C=C)=O)CC2)F